ClC=1C=C2C=CC(=NC2=CC1)NC(=O)[C@@H]1CC[C@H](CC1)C=1OC(=NN1)[C@@H]1C[C@@H](C1)OC(F)(F)F trans-N-(6-chloroquinolin-2-yl)-4-(5-(cis-3-(trifluoromethoxy)cyclobutyl)-1,3,4-oxadiazol-2-yl)cyclohexanecarboxamide